4-(1-pivaloyl-4,5-dihydro-1H-pyrazol-5-yl)benzonitrile C(C(C)(C)C)(=O)N1N=CCC1C1=CC=C(C#N)C=C1